Tetrakis(acetonitrile) copper [Cu].C(C)#N.C(C)#N.C(C)#N.C(C)#N